2-Ethyl-hexanoic acid zirconium [Zr].C(C)C(C(=O)O)CCCC